(3-bromophenyl)(cyclobutyl)(4-methyl-4H-1,2,4-triazol-3-yl)methanol titanium oxygen [O].[Ti].BrC=1C=C(C=CC1)C(O)(C1=NN=CN1C)C1CCC1